C(#N)CN1C(=NC=C1)C=1C=C(C=CC1)N1N=CC=C1C1CC1 N-(3-(1-(cyanomethyl)-1H-imidazol-2-yl)phenyl)-5-cyclopropylpyrazole